silver cyclobutanedicarboxylate C1(CCC1)(C(=O)[O-])C(=O)[O-].[Ag+].[Ag+]